N-(2-((4-tert-butylphenyl)amino)-1-(4-methoxyphenyl)-2-oxoethyl)-4-oxoimidazolidine-1-carboxamide C(C)(C)(C)C1=CC=C(C=C1)NC(C(C1=CC=C(C=C1)OC)NC(=O)N1CNC(C1)=O)=O